silver carbonate sodium persulfate S(=O)(=O)([O-])OOS(=O)(=O)[O-].[Na+].C(O)(O)=O.[Ag+]